COC(=O)C1=CSC(=C1)CC1=C(C=CC(=C1)Cl)O 5-(5-chloro-2-hydroxybenzyl)thiophene-3-carboxylic acid methyl ester